1-[(1S,4S)-5-[4-(3,4-dichloro-2-methoxy-anilino)pyrido[3,2-d]pyrimidin-6-yl]-2,5-diazabicyclo[2.2.1]heptan-2-yl]prop-2-en-1-one ClC=1C(=C(NC=2C3=C(N=CN2)C=CC(=N3)N3[C@@H]2CN([C@H](C3)C2)C(C=C)=O)C=CC1Cl)OC